ethylene glycol diitaconate C(C(=C)CC(=O)O)(=O)O.C(C(=C)CC(=O)O)(=O)O.C(CO)O